3-(6-(methyl(7H-pyrrolo[2,3-d]pyrimidin-4-yl)amino)-2-azaspiro[3.3]heptan-2-yl)-3-oxopropanenitrile CN(C1CC2(CN(C2)C(CC#N)=O)C1)C=1C2=C(N=CN1)NC=C2